N-(3-bromo-2-chloro-phenyl)-6-fluoro-5-vinyl-pyridine-2-carboxamide BrC=1C(=C(C=CC1)NC(=O)C1=NC(=C(C=C1)C=C)F)Cl